2,3-dihydro-1,4-benzoxazine-4-carboxylic acid tert-butyl ester C(C)(C)(C)OC(=O)N1CCOC2=C1C=CC=C2